ClC1=C(C=CC=C1)\C(=C(\C(=O)OCC)/F)\C (Z)-ethyl 3-(2-chlorophenyl)-2-fluorobut-2-enoate